ClC1=CC=C(C=C1)C1=NN=C(O1)[C@@H]1OC[C@H](CO1)N1C(C2=CC=CC=C2C1=O)=O 2-[trans-2-[5-(4-chlorophenyl)-1,3,4-oxadiazol-2-yl]-1,3-dioxan-5-yl]isoindoline-1,3-dione